3,4-dihydro-1H-2,6-naphthyridin-2-yl-[rac-(5s,7s)-7-fluoro-5-phenyl-6,7-dihydro-5H-pyrrolo[1,2-b][1,2,4]triazol-2-yl]methanone C1N(CCC2=CN=CC=C12)C(=O)C=1N=C2N(N1)[C@@H](C[C@@H]2F)C2=CC=CC=C2 |r|